NC1=C(C2=C(N=C1)N(C(=C2)C2=CC=C(C=C2)CN2CCC(CC2)S(=O)(=O)C)S(=O)(=O)C2=CC=CC=C2)C=O 5-amino-2-(4-((4-(methylsulfonyl)piperidin-1-yl)methyl)phenyl)-1-(phenylsulfonyl)-1H-pyrrolo[2,3-b]pyridine-4-carbaldehyde